C1(CCC(N1C1=C(C(=O)N)C=CC(=N1)NN)=O)=O succinimidyl-6-hydrazinonicotinamide